COC(=O)N1C(C=CC1=O)=O methyl-2,5-dioxopyrrole-1-carboxylate